tert-Butyl 11,11-difluoro-8-{[(methoxycarbonyl)amino]methyl}-1,3,4,7,8,9,10,11-octahydro-2H-pyrido[4',3':3,4]pyrazolo[1,5-a]azepine-2-carboxylate FC1(C=2N(CC(CC1)CNC(=O)OC)N=C1C2CN(CC1)C(=O)OC(C)(C)C)F